2-(2-pyridyldithio)-phenol N1=C(C=CC=C1)SSC1=C(C=CC=C1)O